5-(4-fluoro-1-isopropyl-2-methyl-1H-benzo[d]imidazol-6-yl)-N-(tetrahydro-2H-pyran-4-yl)pyrrolo[2,1-f][1,2,4]triazin-2-amine FC1=CC(=CC=2N(C(=NC21)C)C(C)C)C=2C=CN1N=C(N=CC12)NC1CCOCC1